ClC1=NC=2CCN(CC2C=C1)C(=O)C1=C(OC=2N=CN=C(C21)NC2(CC2)C)C 5-(2-chloro-5,6,7,8-tetrahydro-1,6-naphthyridine-6-carbonyl)-6-methyl-N-(1-methylcyclopropyl)furo[2,3-d]pyrimidin-4-amine